NC(CC(=O)O)CCCN β,ε-diaminohexanoic acid